(3-(aminomethyl)-5-fluorophenyl)-1H-pyrazol-3-amine trifluoroacetate FC(C(=O)O)(F)F.NCC=1C=C(C=C(C1)F)N1N=C(C=C1)N